(2S)-2-(morpholin-4-yl)propionic acid benzyl ester C(C1=CC=CC=C1)OC([C@H](C)N1CCOCC1)=O